ClC=1C=C(C=C(C1)C#N)N1N=CC(=C1)C(C(=O)NC1=CC(=NN1)C1CC1)C 2-(1-(3-chloro-5-cyanophenyl)-1H-pyrazol-4-yl)-N-(3-cyclopropyl-1H-pyrazol-5-yl)propanamide